N-(3-((2-((5-methyl-2-(1-methylpiperidin-4-yl)thiazol-4-yl)amino)-5-(trifluoromethyl)pyridin-4-yl)amino)propyl)cyclobutanecarboxamide CC1=C(N=C(S1)C1CCN(CC1)C)NC1=NC=C(C(=C1)NCCCNC(=O)C1CCC1)C(F)(F)F